ClC=1C=C(C=CC1)S(=O)(=O)NC=1SC2=C(N1)C=CC(=C2)OC2=CC=CC=C2 3-chloro-N-(6-phenoxybenzo[d]thiazol-2-yl)benzenesulfonamide